O=C(C(=C)C)N1CCCC1 1-(1-oxo-2-methyl-2-propenyl)-pyrrolidin